O1C=C(C=C1)C=1N=C(C2=C(N1)SC(=C2)C)NCCCC2=CC=C(C=C2)C2=CC=C(C=N2)N(C)C 6-[4-(3-([2-(furan-3-yl)-6-methylthieno[2,3-d]pyrimidin-4-yl]amino)propyl)phenyl]-N,N-dimethyl-pyridin-3-amine